C12CN(CC(CC1)N2)C=2OC1=C(N2)C(=C(C=C1C=1N=CSC1)C(C)(C)O)OC(F)(F)F 2-(2-(3,8-diazabicyclo[3.2.1]octan-3-yl)-7-(thiazol-4-yl)-4-(trifluoromethoxy)benzo[d]oxazol-5-yl)propan-2-ol